CN1N=CC(=C1C1=CC=2N(C=C1)N=C(C2)NC(=O)C2C(C2)C2=CC=CC=C2)OCC2N(CC2)C N-[5-[2-methyl-4-[(1-methylazetidin-2-yl)methoxy]pyrazol-3-yl]pyrazolo[1,5-a]pyridin-2-yl]-2-phenyl-cyclopropanecarboxamide